cyclohexyl(3,5-dichlorophenyl)methanamine hydrochloride Cl.C1(CCCCC1)C(N)C1=CC(=CC(=C1)Cl)Cl